C(C)(C)C=1C=C(C2=C(N=C(O2)N2CC3COCC(C2)N3C(=O)OC(C)(C)C)C1)C=1SC=CN1 tert-Butyl 7-(5-isopropyl-7-(thiazol-2-yl)benzo[d]oxazol-2-yl)-3-oxa-7,9-diazabicyclo[3.3.1]nonane-9-carboxylate